C(C1CO1)(=O)OCCCC butyl glycidate